1-{4-[1-(1,2-Dimethyl-propyl)-7-((R)-1-quinolin-3-yl-ethylamino)-1H-pyrazolo[4,3-d]pyrimidin-5-yl]-piperazin-1-yl}-ethanon CC(C(C)C)N1N=CC=2N=C(N=C(C21)N[C@H](C)C=2C=NC1=CC=CC=C1C2)N2CCN(CC2)C(C)=O